2-Chloroquinoline-5-sulfonyl chloride ClC1=NC=2C=CC=C(C2C=C1)S(=O)(=O)Cl